2-[[2-(m-tolyl)acetyl]amino]-4-[2-phenoxyethyl-[4-(5,6,7,8-tetrahydro-1,8-naphthyridin-2-yl)butyl]amino]butanoic acid C1(=CC(=CC=C1)CC(=O)NC(C(=O)O)CCN(CCCCC1=NC=2NCCCC2C=C1)CCOC1=CC=CC=C1)C